2-hydroxy-1,3,5-benzenetricarboxaldehyde OC1=C(C=C(C=C1C=O)C=O)C=O